4-(dibenzofuran-1-yl)phenyl-4-(naphthalen-1-yl)phenyl-phenanthren-9-yl-amine C1(=CC=CC=2OC3=C(C21)C=CC=C3)C3=CC=C(C=C3)N(C=3C2=CC=CC=C2C=2C=CC=CC2C3)C3=CC=C(C=C3)C3=CC=CC2=CC=CC=C32